C(C)(C)(C)C1=[C-]C=2CC3=CC(=CC=C3C2C=C1)C(C)(C)C.[Li+] lithium 2,7-di-tert-butylfluorenide